FC1=CC=C(C=C1)C1=NC(=NC(=C1C(=O)O)C(C)C)O 4-(4-fluorophenyl)-2-hydroxy-6-isopropyl-pyrimidine-5-carboxylic acid